4,7-bis(2-thienyl)-benzo[2,1,3]Thiadiazole S1C(=CC=C1)C1=CC=C(C2=NSN=C21)C=2SC=CC2